(1-(4-chlorophenyl)-2-methyl-6-(2-(1-methyl-4,5-dihydro-1H-imidazol-2-yl)ethyl)-1H-indol-3-yl)-2-((1R,3S,5S)-3-hydroxy-8-azabicyclo[3.2.1]oct-8-yl)ethan-1-one ClC1=CC=C(C=C1)N1C(=C(C2=CC=C(C=C12)CCC=1N(CCN1)C)C(CN1[C@H]2CC(C[C@@H]1CC2)O)=O)C